O1SC2=C3C1=CC=CC3=CC=C2 naphth[1,8-cd]-1,2-oxathiole